(1-(4-fluorobenzyl)-1H-pyrazol-4-yl)methanol FC1=CC=C(CN2N=CC(=C2)CO)C=C1